1-tert-butyl-3-(4,4-difluorocyclohexen-1-yl)pyrazole-4-carboxylic acid ethyl ester C(C)OC(=O)C=1C(=NN(C1)C(C)(C)C)C1=CCC(CC1)(F)F